[I-].C(CCC)(=O)C=1C(=C(C(=C(C1OC)C)O)C[NH+](C)C)O 1-(3-butyryl-2,6-dihydroxy-4-methoxy-5-methylphenyl)-N,N-dimethylmethanaminium iodide